Ethyl 5-[methyl(pyridin-2-ylmethyl)amino]-1,3,4-thiadiazole-2-carboxylate CN(C1=NN=C(S1)C(=O)OCC)CC1=NC=CC=C1